4-[2-[4-[1-(3,3-difluoro-2H-benzofuran-5-yl)-5-methyl-pyrazol-3-yl]piperazin-1-yl]ethyl]morpholine FC1(COC2=C1C=C(C=C2)N2N=C(C=C2C)N2CCN(CC2)CCN2CCOCC2)F